CC(C)C1=C(C(=CC=2COCC21)C(C)C)NC(NS(=O)(=O)C2=C(N=C(S2)C(C)(C)O)CO[Si](C)(C)C(C)(C)C)=O 3-[4,6-bis(propan-2-yl)-1,3-dihydro-2-benzofuran-5-yl]-1-[(4-[[(tert-butyldimethylsilyl)oxy]methyl]-2-(2-hydroxypropan-2-yl)-1,3-thiazol-5-yl)sulfonyl]urea